C(N)(=O)C1=CC(=C(C(=C1)[N+](=O)[O-])NC/C=C/CNC1=NC=C(C(=O)OC)C=C1[N+](=O)[O-])OCCCN1CCOCC1 methyl (E)-6-((4-((4-carbamoyl-2-(3-morpholinopropoxy)-6-nitrophenyl)amino)but-2-en-1-yl)amino)-5-nitronicotinate